C1(=CC=CC=C1)S(=O)(=O)O benzene-1-sulphonic acid